CN(C1=CC=C(C=C1)C=CC(=O)N)C 3-((E)-4-(dimethylamino)phenyl)acrylamide